1,3-dimethoxytetramethyldisiloxane CO[Si](O[Si](OC)(C)C)(C)C